OC1=C2C(\C(\C=CC2=CC=C1)=N/NC1=CC=CC2=CC=CC=C12)=O (3Z)-5-Hydroxy-3-(naphthalen-1-ylhydrazinyliden)-4-oxonaphthalen